BrC1C(=O)OC(C1Br)=O 2,3-dibromosuccinic anhydride